CC1=C(C=C(OC2=CC=C(C=N2)N2C(NC=3C2=NC=CC3)=O)C=C1)OC(F)(F)F 3-[6-[4-methyl-3-(trifluoro-methoxy)phenoxy]-3-pyridyl]-1H-imidazo[4,5-b]pyridin-2-one